6-fluoro-2-[4-((S)-2-hydroxymethylpyrrolidin-1-ylmethyl)phenyl]-1H-benzimidazole-4-carboxamide FC=1C=C(C2=C(NC(=N2)C2=CC=C(C=C2)CN2[C@@H](CCC2)CO)C1)C(=O)N